C1(=CC=CC=C1)C1(CNC1)C1=CC=CC=C1 3,3-diphenylazetidine